C1(CC1)N1C(C2(CCOCC2)C=2C1=CC=1C(=NN=C(C1C2)C)N[C@H](C)C2=CC(=CC=C2)C(C(C)(C)O)(F)F)=O 1-cyclopropyl-5-methyl-8-[[(1R)-1-[3-(1,1-difluoro-2-hydroxy-2-methyl-propyl)phenyl]ethyl]amino]spiro[pyrrolo[2,3-g]phthalazine-3,4'-tetrahydropyran]-2-one